3-{[(6-methoxy-1,2,3,4-tetrahydronaphthalen-1-yl)methyl]amino}pyridine-4-carboxylic acid COC=1C=C2CCCC(C2=CC1)CNC=1C=NC=CC1C(=O)O